cyclobutyl(piperazin-1-yl)methanone C1(CCC1)C(=O)N1CCNCC1